N1(CCCC1)C=1C=CC=2N(N1)C=C(N2)C(=O)N2CCC(CC2)C2=C(C=CC=C2)C(F)(F)F (6-(pyrrolidin-1-yl)imidazo[1,2-b]pyridazin-2-yl)(4-(2-(trifluoromethyl)phenyl)piperidin-1-yl)methanone